(R)-4-(2-propenoyl-1,2,3,4-tetrahydroisoquinolin-5-yl)-fluoro-2,3-dimethyl-1H-indole-7-carboxamide C(C=C)(=O)N1CC2=CC=CC(=C2CC1)C1=C2C(=C(N(C2=C(C=C1)C(=O)N)F)C)C